[F-].C(CCCCCC)[NH+]1C=C(C=C1)CCCC 1-heptyl-3-butylpyrrolium fluoride